BrC1=C2C(=NC(=NC2=C(C=C1)F)Cl)Cl bromo-2,4-dichloro-8-fluoroquinazoline